N=S(=O)(C)C iminodimethyl-λ^6-sulfanone